7-(4-(dimethylamino)butyl)tridecane-1,7,13-triol CN(CCCCC(CCCCCCO)(CCCCCCO)O)C